N1(CCNCC1)C1=C(C=C(C=C1)C(CCC)=O)C(F)(F)F 1-(4-(piperazin-1-yl)-3-(trifluoromethyl)phenyl)butan-1-one